N1(N=NC2=C1C=CC=C2)CC(=O)N(C2=CC=C(C=C2)C=2N=CNC2)CC2=CC(=CC=C2)F 2-(benzotriazol-1-yl)-N-[(3-fluorophenyl)methyl]-N-[4-(1H-imidazol-4-yl)phenyl]acetamide